COC1=CC=C(CN2N=CC(=C2)C2CNCCC2)C=C1 3-(1-(4-methoxybenzyl)-1H-pyrazol-4-yl)piperidine